1-(5-(5-chloro-2-methoxypyridin-4-yl)-1H-pyrazole-3-carbonyl)-N-((5-chloropyridin-2-yl)methyl)piperidine-4-carboxamide ClC=1C(=CC(=NC1)OC)C1=CC(=NN1)C(=O)N1CCC(CC1)C(=O)NCC1=NC=C(C=C1)Cl